2-[(6-chloro-4-pyrimidinyl)oxy]-benzonitrile ClC1=CC(=NC=N1)OC1=C(C#N)C=CC=C1